C[C@@H]1N([C@@H](CN(C1)C1=C2C(=NC=C1)N(CC2)C(NC=2C=NC=1N(C2)N=C(N1)C)=O)C)C(=O)OC(C)(C)C tert-butyl (2S,6R)-2,6-dimethyl-4-(1-((2-methyl-[1,2,4]triazolo[1,5-a]pyrimidin-6-yl)carbamoyl)-2,3-dihydro-1H-pyrrolo[2,3-b]pyridin-4-yl)piperazine-1-carboxylate